C(C)N(C(C1=CC=CC=C1)=O)C(C(=C)C)=O N-ethyl-N-methacryloylbenzamide